FC1=CC=C2C(NC(C2=C1)=O)=O 6-fluoro-1,3-dioxoisoindoline